tert-butyl (S)-6-(4-((5-methyl-1-(methylamino)-1-oxohexan-3-yl)amino)-7-(thiazol-2-yl)quinazolin-2-yl)-2,6-diazaspiro[3.4]octane-2-carboxylate CC(C[C@@H](CC(=O)NC)NC1=NC(=NC2=CC(=CC=C12)C=1SC=CN1)N1CC2(CN(C2)C(=O)OC(C)(C)C)CC1)C